2-(2-Chlorophenyl)-4-phenylimidazole ClC1=C(C=CC=C1)C=1NC=C(N1)C1=CC=CC=C1